FC(CNC(=O)C1=CN=C2N1C=C(C=C2)C2=CNC1=NC(=CC=C12)C1=CC=CC=C1)F N-(2,2-difluoroethyl)-6-(6-phenyl-1H-pyrrolo[2,3-b]pyridin-3-yl)imidazo[1,2-a]pyridine-3-carboxamide